4-(4-((2-(2,4-dioxotetrahydropyrimidin-1(2H)-yl)-1-oxoisoindolin-5-yl)methyl)piperazin-1-yl)-9-ethyl-6,6-dimethyl-11-oxo-6,11-dihydro-5H-benzo[b]carbazole-3-carbonitrile O=C1N(CCC(N1)=O)N1C(C2=CC=C(C=C2C1)CN1CCN(CC1)C=1C(=CC=C2C=3C(C4=C(C(C3NC12)(C)C)C=CC(=C4)CC)=O)C#N)=O